FC(C1CCN(CC1)C1=CC=C(C=C1)NC1CCC(CC1)CNC(=O)C1CNCC1)(F)F N-((4-((4-(4-(trifluoromethyl)piperidin-1-yl)phenyl)amino)cyclohexyl)methyl)pyrrolidine-3-carboxamide